3-chloro-5-[(E)-2-(3-trifluoromethyl-phenyl)-vinyl]-benzaldehyde ClC=1C=C(C=O)C=C(C1)\C=C\C1=CC(=CC=C1)C(F)(F)F